OC[C@H]1N(CCCC1)C=O ((S)-2-(hydroxymethyl)piperidin-1-yl)methanone